benzyl 4-hydroxy-2,3,5,6-tetramethylbenzoate OC1=C(C(=C(C(=O)OCC2=CC=CC=C2)C(=C1C)C)C)C